N[C@H](C)C=1C=C(C=C2C(N(C(=NC12)C=1N(C=CN1)C)C)=O)C (R)-8-(1-aminoethyl)-3,6-dimethyl-2-(1-methyl-1H-imidazol-2-yl)quinazolin-4(3H)-one